2-[tert-butyl-(diphenyl)silyl]Oxy-4-(methylamino)butanoic acid methyl ester COC(C(CCNC)O[Si](C1=CC=CC=C1)(C1=CC=CC=C1)C(C)(C)C)=O